FC(OC1=CC=CC=2C(N([C@H]3C=4N([C@@H](C21)C3)C3=C(N4)C=CC(=C3)C#CCN3C[C@H](CC3)F)C([2H])([2H])[2H])=O)F (7R,14R)-1-(difluoromethoxy)-11-(3-((S)-3-fluoropyrrolidin-1-yl)prop-1-yn-1-yl)-6-(methyl-d3)-6,7-dihydro-7,14-methanobenzo[f]benzo[4,5]imidazo[1,2-a][1,4]diazocin-5(14H)-one